[Si](C)(C)(C(C)(C)C)OC1=CC=C(C=C1)C[C@@H](CN1C(C2=CC=CC=C2C1=O)=O)NC(OC(C)(C)C)=O tert-butyl (S)-(1-(4-((tert-butyldimethylsilyl)oxy)phenyl)-3-(1,3-dioxoisoindolin-2-yl)propan-2-yl)carbamate